FC(C1=CC=C(C=C1)C1=NNC(C2=CC=CC=C12)=O)(F)F 4-(4-(trifluoromethyl)phenyl)phthalazin-1(2H)-one